C(C1=CC=CC=C1)N1C2=C(OCC1)C=CC(=C2)C=NS(=O)C(C)(C)C N-((4-benzyl-3,4-dihydro-2H-benzo[b][1,4]oxazin-6-yl)methylene)-2-methylpropane-2-sulfinamide